C1(=CC=CC=C1)[O-].O1C=NC=C1 Oxazol phenolate